5'-O-(4,4-dimethoxytrityl)-N6-benzoyl-7-deaza-2'-C-methyladenosine COC1(CC=C(C(C2=CC=CC=C2)(C2=CC=CC=C2)OC[C@@H]2[C@H]([C@]([C@@H](O2)N2C=CC=3C(NC(C4=CC=CC=C4)=O)=NC=NC23)(O)C)O)C=C1)OC